8-((2S,5R)-5-ethyl-4-(1-(2-fluoro-4-(trifluoromethyl)phenyl)ethyl)-2-methylpiperazin-1-yl)-2-(methoxymethyl)-5-methylimidazo[1,2-b]pyridazin-6(5H)-one C(C)[C@H]1N(C[C@@H](N(C1)C=1C=2N(N(C(C1)=O)C)C=C(N2)COC)C)C(C)C2=C(C=C(C=C2)C(F)(F)F)F